FC(C(=O)O)(F)F.[C@@H]12CNC[C@H]2C1CC(=O)OCC ethyl (1R,5S,6S)-3-azabicyclo[3.1.0]hex-6-ylacetate trifluoroacetic acid salt